[K].[P].[N] Nitrogen phosphorus potassium